N[13C@@H]([13CH2][13CH2]N=[N+]=[N-])[13C](=O)O L-azidohomoalanine-13C4